tert-butyl ((3R,4R)-1-(1-((5-chloropyrimidin-2-yl)methyl)-5-cyano-1H-benzo[d]imidazol-2-yl)-4-fluoropiperidin-3-yl)carbamate ClC=1C=NC(=NC1)CN1C(=NC2=C1C=CC(=C2)C#N)N2C[C@H]([C@@H](CC2)F)NC(OC(C)(C)C)=O